thiolacetate S1C(=CC=C1)CC(=O)[O-]